6-phenylthiazolo[5,4-c]pyridazine-3-carbonitrile C1(=CC=CC=C1)C=1SC=2N=NC(=CC2N1)C#N